NC1=C(C=NN1C)S(=O)(=O)NC=1C=CC=C2C(=CNC12)C#N 5-amino-N-(3-cyano-1H-indol-7-yl)-1-methyl-pyrazole-4-sulfonamide